1-(2-chlorophenyl)-4-(3-hydroxypyrrolidin-1-yl)-7-(trifluoromethyl)-quinazolin-2(1H)-one ClC1=C(C=CC=C1)N1C(N=C(C2=CC=C(C=C12)C(F)(F)F)N1CC(CC1)O)=O